C(C)(C)(C)OC(=O)N1CC=2C=CC(=NC2CC1(C)C)O 2-hydroxy-7,7-dimethyl-7,8-dihydro-1,6-naphthyridine-6(5H)-carboxylic acid tert-butyl ester